C(C)C1=NN(C=C1)COCC1=CC=C(C=C1)O\C=C(\C(F)(F)F)/OCC ethyl-1-[[4-[[(1Z)-2-ethoxy-3,3,3-trifluoro-1-propen-1-yl]oxy]phenylmethoxy]methyl]-1H-pyrazole